N,N,N',N'-tetrakis(β-hydroxylethyl)adipamide Methyl-2-(2-amino-5-methoxythiazol-4-yl)-2-methylpropanoate COC(C(C)(C)C=1N=C(SC1OC)N)=O.OCCN(C(CCCCC(=O)N(CCO)CCO)=O)CCO